ClC1=C(NC2=NC=CC=C21)C2=NN(C1=NC=NC(=C12)N)CC 3-(3-Chloro-1H-pyrrolo[2,3-b]pyridin-2-yl)-1-ethyl-pyrazolo[3,4-d]pyrimidin-4-amine